4-amino-6-tert-butyl-3-mercapto-1,2,4-triazin NN1C(N=NC(=C1)C(C)(C)C)S